5-[(Z)-2-(6-aminopyridin-3-yl)-2-fluorovinyl]-N-[(1S,2S)-2-hydroxycyclohexyl]-6-methylpyridine-3-carboxamide NC1=CC=C(C=N1)/C(=C/C=1C=C(C=NC1C)C(=O)N[C@@H]1[C@H](CCCC1)O)/F